2-((2-fluoro-4-iodophenyl)amino)-6-methylthiothieno[2,3-b]pyridine-3-carboxylic acid FC1=C(C=CC(=C1)I)NC1=C(C=2C(=NC(=CC2)C)S1)C(=S)O